O[C@]1(C[C@H](N(C1)C(=O)OCCCC)C(=O)OC)C(Cl)(Cl)Cl 1-(r-butyl) 2-methyl (2S,4S)-4-hydroxy-4-(trichloromethyl)pyrrolidine-1,2-dicarboxylate